C(C)C1OCCN(C1)C1=CC=C(C(=N1)C)NC=1C=CC2=C(OCCC(N2)=O)C1 8-((6-(2-ethylmorpholino)-2-methylpyridin-3-yl)amino)-2,3-dihydrobenzo[b][1,4]oxazepin-4(5H)-one